N1,N10-Dicoumaroylspermidine C1=CC(=CC=C1/C=C/C(=O)NCCCCNCCCNC(=O)/C=C/C2=CC=C(C=C2)O)O